(3R,10R,13S)-10,13-dimethyl-17-(4-methyl-1H-imidazol-1-yl)-2,3,4,7,8,9,10,11,12,13,14,15-dodecahydro-1H-cyclopenta[a]phenanthren-3-amine C[C@]12C3CC[C@@]4(C(=CCC4C3CC=C2C[C@@H](CC1)N)N1C=NC(=C1)C)C